octadecane (R)-1-(2-chloropyridin-3-yl)ethyl-(4-(5-((tert-butoxycarbonyl)amino)-4-fluoropyridin-2-yl)-1-methyl-1H-1,2,3-triazol-5-yl)carbamate ClC1=NC=CC=C1[C@@H](C)N(C(O)=O)C1=C(N=NN1C)C1=NC=C(C(=C1)F)NC(=O)OC(C)(C)C.CCCCCCCCCCCCCCCCCC